OC1=C(C(=CC(=C1)C)C)C=1C=CC=2C(=NC(=CN2)[C@@H]2CN(CC2)C(=O)OC(C)(C)C)N1 tert-butyl (3S)-3-[6-(2-hydroxy-4,6-dimethyl-phenyl)pyrido[2,3-b]pyrazin-3-yl]pyrrolidine-1-carboxylate